FC1=C(C(=CC=C1)CCC1=CC(=NC=C1)F)C=1C(N(N=C(C1O)C)C)=O 4-[2-fluoro-6-[2-(2-fluoro-4-pyridinyl)ethyl]phenyl]-5-hydroxy-2,6-dimethyl-pyridazin-3-one